bis(3-(dimethylamino)propyl)glycine CN(CCCN(CC(=O)O)CCCN(C)C)C